FC1=C(CNC(OC(C)(C)C)=O)C(=CC=C1OC)C1=NN2C(C=CC=C2)=C1 tert-butyl (2-fluoro-3-methoxy-6-(pyrazolo[1,5-a]pyridin-2-yl)benzyl)carbamate